ClC=1C(=NC(=NC1)C)NC1=C(C(=CC=C1C)OC)C 5-chloro-4-[(3-methoxy-2,6-dimethylphenyl)amino]-2-methylpyrimidine